N-[3-(methylthio)phenyl]-2,3-dihydro-1H-cyclopenta[b]quinolin-9-amine CSC=1C=C(C=CC1)NC1=C2C(=NC=3C=CC=CC13)CCC2